N-(5-(3-aminoisoquinolin-7-yl)-1-methyl-1H-pyrazol-3-yl)benzenesulfonamide NC=1N=CC2=CC(=CC=C2C1)C1=CC(=NN1C)NS(=O)(=O)C1=CC=CC=C1